4-((tert-Butoxycarbonyl)((4-methoxy-3,5-dimethylpyridin-2-yl)methyl)amino)-6-morpholino-1H-indole-1-carboxylic acid tert-butyl ester C(C)(C)(C)OC(=O)N1C=CC2=C(C=C(C=C12)N1CCOCC1)N(CC1=NC=C(C(=C1C)OC)C)C(=O)OC(C)(C)C